C(C)C1=C(C=CC=C1)C=1C=NC=2CCN(CC2C1)C=1C(=CC=2N(N1)C(C=C(N2)C)=O)C 7-(3-(2-ethylphenyl)-7,8-dihydro-1,6-naphthyridin-6(5H)-yl)-2,8-dimethyl-4H-pyrimido[1,2-b]pyridazin-4-one